acryloyloxy-butyl hydrogen sulfide C(C=C)(=O)OCCCCS